2-(4-((R and S)-1-(((R)-((R)-8-cyano-1,2,3,4-tetrahydroquinoxalin-2-yl)(phenyl)methyl)amino)propan-2-yl)phenyl)acetamide C(#N)C=1C=CC=C2NC[C@@H](NC12)[C@@H](C1=CC=CC=C1)NC[C@H](C)C1=CC=C(C=C1)CC(=O)N |&1:21|